Cl.O1CCCC=2C(=CC=CC12)N chroman-5-amine HCl